OC1=C(C=C(C2=CC=CC=C12)S(NC1=CC=C(C=C1)OC(C)C)(=O)=O)C(=O)O 1-hydroxy-4-(N-(4-isopropoxyphenyl)sulfamoyl)-2-naphthoic acid